3-[3-(2-Chloro-6-methyl-4-pyridyl)-5-[[(1R,2S)-2,3-dihydroxy-1-methyl-propyl]amino]pyrazolo[1,5-a]pyrimidin-2-yl]benzonitrile ClC1=NC(=CC(=C1)C=1C(=NN2C1N=C(C=C2)N[C@@H]([C@@H](CO)O)C)C=2C=C(C#N)C=CC2)C